CC1=CC(NC(=C1)CC(CC(C)(C)C)C)=O 4-methyl-6-(2,4,4-trimethyl-amyl)-2-pyridone